FC(C=1C=CC=C(C=O)C1)(F)F 5-(trifluoromethyl)benzaldehyde